5-bromo-N-(2,2-dimethoxyethyl)-1H-pyrazole-3-carboxamide BrC1=CC(=NN1)C(=O)NCC(OC)OC